8-[(R)-1-(tert-butylsulfinylamino)ethyl]-3-methyl-6-methyl-2-(5-methyl-2-pyrimidinyl)-4(3H)-quinazolinone C(C)(C)(C)S(=O)N[C@H](C)C=1C=C(C=C2C(N(C(=NC12)C1=NC=C(C=N1)C)C)=O)C